C(C1=CC=CC=C1)C1C2CNCCN2C(C=2C=CC=C(S(NC=3N=C(C=C(O1)N3)C3=C(C=CC=C3C)C)(=O)=O)C2)=O 9-benzyl-13-(2,6-dimethylphenyl)-10-oxa-17λ6-thia-3,6,14,16,23-pentaazatetracyclo[16.3.1.111,15.03,8]tricosa-1(22),11,13,15(23),18,20-hexaene-2,17,17-trione